Methyl 2-(4-((tert-butoxycarbonyl)amino)-4-methylpiperidin-1-yl)acetate C(C)(C)(C)OC(=O)NC1(CCN(CC1)CC(=O)OC)C